C(C)(C)C1=NN(C=C1)C=1C=C(C(=C(O\C(\C(=O)OC)=C/OC)C1)C)OC methyl (Z)-2-[5-(3-isopropylpyrazol-1-yl)-3-methoxy-2-methyl-phenoxy]-3-methoxy-prop-2-enoate